FC1=C(C=CC(=C1)C(F)(F)F)C(NN(C(=O)C1CC1)C)([2H])[2H] N'-((2-fluoro-4-(trifluoromethyl)phenyl)methyl-d2)-N-methylcyclopropanecarbohydrazide